FC1=C(C(=CC2=C1N(N=N2)C)OC2=C(C=C(C=C2)NC2=NC=NC1=C2N=C(N=C1)N1CCN(CC1)C(C=C)=O)C)C 1-(4-(8-((4-((7-fluoro-1,6-dimethyl-1H-benzo[d][1,2,3]triazol-5-yl)oxy)-3-methylphenyl)amino)pyrimido[5,4-d]pyrimidin-2-yl)piperazin-1-yl)prop-2-en-1-one